[N+](=O)([O-])C1=C2C=CC=NC2=C(C=C1)S(=O)(=O)NC(=O)C=1OC2=C(C1)C=CC=C2 N-(5-nitroquinoline-8-sulfonyl)-1-benzofuran-2-carboxamide